C(C)(C)(C)OC(=O)N1[C@H](C[C@H](C1)O[Si](C)(C)C(C)(C)C)SC(N)=O (2S,4R)-4-[tert-butyl-(dimethyl)silyl]oxy-2-carbamoylsulfanylpyrrolidine-1-carboxylic acid tert-butyl ester